Cl.C(C=C)NNC(=O)N1C=CC2=C1N=CN=C2N(C)[C@H]2CN(CC[C@H]2C)C(CC#N)=O N'-allyl-4-(((3R,4R)-1-(2-cyanoacetyl)-4-methylpiperidin-3-yl)(methyl)amino)-7H-pyrrolo[2,3-d]pyrimidine-7-carbohydrazide Hydrochloride